(1R,2S,3R,5R)-3-{4-amino-5-ethylpyrrolo[2,3-d]pyrimidin-7-yl}-5-{[(3-{[2-(3-phenoxyphenyl)ethyl]amino}propyl)amino]methyl}cyclopentane-1,2-diol NC=1C2=C(N=CN1)N(C=C2CC)[C@H]2[C@@H]([C@@H]([C@H](C2)CNCCCNCCC2=CC(=CC=C2)OC2=CC=CC=C2)O)O